COC(=O)C1=CNC2=CC=C(C=C12)[C@@H]1C[C@@H](C1)O 5-(cis-3-hydroxycyclobutyl)-1H-indole-3-carboxylic acid methyl ester